5-fluoro-3-methoxybenzene-1,2-diamine FC1=CC(=C(C(=C1)N)N)OC